C(C1=CC=CC=C1)N1CC(OCC1)C=1C=NNC1 4-benzyl-2-(1H-pyrazol-4-yl)morpholine